3-(3-acrylamido-4-methylphenyl)-N-isopropyl-2-(4-(4-methylpiperazin-1-yl)phenyl)-1H-pyrrolo[2,3-b]pyridine-5-carboxamide C(C=C)(=O)NC=1C=C(C=CC1C)C1=C(NC2=NC=C(C=C21)C(=O)NC(C)C)C2=CC=C(C=C2)N2CCN(CC2)C